tert-butyl (3S,5S)-3-fluoro-5-[[4-[2-methyl-4-[[4-(2,2,2-trifluoroethylsulfonylamino)-1-naphthyl]amino]thiazol-5-yl]pyrimidin-2-yl]amino]piperidine-1-carboxylate F[C@@H]1CN(C[C@H](C1)NC1=NC=CC(=N1)C1=C(N=C(S1)C)NC1=CC=C(C2=CC=CC=C12)NS(=O)(=O)CC(F)(F)F)C(=O)OC(C)(C)C